COC(=O)C1=NC=C(C(=O)O)C=C1 6-(methoxycarbonyl)nicotinic acid